tert-butyl (2-(2-(2-(((3as,6as)-hexahydro-2,5-methanopentalen-3a(1H)-yl)amino)ethoxy)ethoxy)ethyl)carbamate C1C2CC3(CC(CC13)C2)NCCOCCOCCNC(OC(C)(C)C)=O